CC1(C2=CC(=CC=C2NC=2C=C(C=CC12)COCCO)CN1CCNCC1)C 2-((9,9-dimethyl-7-(piperazin-1-ylmethyl)-9,10-dihydroacridin-3-yl)methoxy)ethan-1-ol